octadecyl-dimethyl-benzyl bromide C(CCCCCCCCCCCCCCCCC)C1=C(C(C)(C)Br)C=CC=C1